4-(4-[3-Cyano-4-methoxypyrazolo[1,5-a]pyridin-6-yl]-3-methylpyrazol-1-yl)piperidine-1-carbonitrile C(#N)C=1C=NN2C1C(=CC(=C2)C=2C(=NN(C2)C2CCN(CC2)C#N)C)OC